NC=1C(=CC=C2C(=CNC12)S(=O)(=O)NC1=C(C=C(C=C1)C#N)F)C#CC 7-Amino-N-(4-cyano-2-fluorophenyl)-6-(prop-1-yn-1-yl)-1H-indole-3-sulfonamide